C(CCCCCCCCCCC)NC(=O)NC 1-dodecyl-3-methylurea